9,10-dipentyloxylanthracene C(CCCC)OC=1C2=CC=CC=C2C(=C2C=CC=CC12)OCCCCC